(S)-2-(cyanomethyl)piperidine-1-carboxylic acid benzyl ester C(C1=CC=CC=C1)OC(=O)N1[C@@H](CCCC1)CC#N